dipropyleneglycol n-pentyl methyl ether COCC(OCC(C)OCCCCC)C